C[SiH](O[SiH](C)C)C 1,1,3,3-tetramethyldisiloxan